BrC(C(Cl)(Cl)Br)(Cl)Cl 1,2-dibromo-1,1,2,2-tetrachloro-ethane